C(C)(C)C1=CC=C(C=C1)C1=C2C(=NC(=C1)NCC(C(=O)O)=C)CCO2 2-[[[7-(4-isopropylphenyl)-2,3-dihydrofuro[3,2-b]pyridin-5-yl]amino]methyl]prop-2-enoic acid